CS(=O)(=O)O.CN1CCN(CC1)CC1=CC=C(C(=O)NC2=CC(=C(C=C2)C)NC2=NC=CC(=N2)C=2C=NC=CC2)C=C1 4-[(4-Methyl-1-piperazinyl)methyl]-N-[4-methyl-3-[[4-(3-pyridinyl)-2-pyrimidinyl]amino]-phenyl]benzamide methanesulfonate